N-tert-butyl-2-[(2-{4-[2-(dimethylamino)ethoxy]pyridin-2-yl}-5H,6H,7H-cyclopenta[d]pyrimidin-4-yl)(2,2,2-trifluoroethyl)amino]acetamide C(C)(C)(C)NC(CN(CC(F)(F)F)C=1C2=C(N=C(N1)C1=NC=CC(=C1)OCCN(C)C)CCC2)=O